The molecule is an O-acyl-L-carnitine in which the acyl group specified is valeroyl. It is an O-valeroylcarnitine and a saturated fatty acyl-L-carnitine. CCCCC(=O)O[C@H](CC(=O)[O-])C[N+](C)(C)C